acetic acid 2-(3-bromophenyl)-4-oxo-4H-benzo[d][1,3]oxazin-6-yl ester BrC=1C=C(C=CC1)C=1OC(C2=C(N1)C=CC(=C2)OC(C)=O)=O